6-{6-cyclopropyl-4-[4-fluoro-2-(4-methyl-4H-1,2,4-triazol-3-yl)phenyl]-2-pyridyl}-7-oxo-1,6-dihydro-1,2,6-triaza-3,4-indenedicarbonitrile C1(CC1)C1=CC(=CC(=N1)N1C=C(C=2C(=NNC2C1=O)C#N)C#N)C1=C(C=C(C=C1)F)C1=NN=CN1C